1-Bromo-4-(Vinyloxy)Benzene BrC1=CC=C(C=C1)OC=C